methyl 3-(bromomethyl)-4-methoxybenzoate BrCC=1C=C(C(=O)OC)C=CC1OC